8-bromo-2-(trifluoromethyl)imidazo[1,2-a]pyridine BrC=1C=2N(C=CC1)C=C(N2)C(F)(F)F